[Zn+2].C(CNC([S-])=S)NC([S-])=S [ethylenebis(dithiocarbamate)] zinc